C(C)(C)(C)OC(=O)N[C@@H](C[Zn]I)C(=O)OC [(2R)-2-(tert-butoxycarbonylamino)-3-methoxy-3-oxo-propyl]-iodo-zinc